FC(S(=O)(=O)NC1C(NCC1F)CC=1C(=C(C=CC1)C1=C(C=CC=C1)OCCNC)F)F 1,1-difluoro-N-(4-fluoro-2-((2-fluoro-2'-(2-(methylamino)ethoxy)-[1,1'-biphenyl]-3-yl)methyl)pyrrolidin-3-yl)methanesulfonamide